FC(C(=O)O)(F)F.C(C)C1=C(C(C=2N=C3C(=NC2N1)OC(=C3)C)=O)N3CCNCC3 7-ethyl-2-methyl-6-(piperazin-1-yl)furo[2,3-b]pyrido[3,2-e]pyrazin-5(8H)-one trifluoroacetate